C[C@@H](C=O)CC1=CC=NC=C1 (R)-2-methyl-3-(pyridin-4-yl)propanal